(2S)-2-{[4-iodo-6-(morpholin-4-yl)pyridin-2-yl]Amino}-N-methylpropionamide IC1=CC(=NC(=C1)N1CCOCC1)N[C@H](C(=O)NC)C